6-(2-chloro-4-fluoro-5-methoxyphenyl)-3-(6-(2-hydroxypropan-2-yl)isoquinolin-4-yl)thieno[3,2-d]pyrimidine-2,4(1H,3H)-dione ClC1=C(C=C(C(=C1)F)OC)C1=CC=2NC(N(C(C2S1)=O)C1=CN=CC2=CC=C(C=C12)C(C)(C)O)=O